OC=1C=C(C2=C(OC(OC2=O)(C2=CC=CC=C2)CC(C)=O)C1C1C=C(CCC1)C)CCCCC 7-hydroxy-8-(3-methylcyclohex-2-en-1-yl)-2-(2-oxopropyl)-5-pentyl-2-phenyl-4H-benzo[d][1,3]dioxin-4-one